FC1(CNCC[C@@H]1N1CCN(CC1)C1=CC=CC=2N(C(N(C21)C)=O)C2C(NC(CC2)=O)=O)F 3-[4-[4-[(4S)-3,3-difluoro-4-piperidyl]piperazin-1-yl]-3-methyl-2-oxo-benzimidazol-1-yl]piperidine-2,6-dione